C(CCCCCCC)(=O)O.OCC(O)CO Glycerin monooctanate